trans-5-eicosene CCCC\C=C\CCCCCCCCCCCCCC